N1=C(C=CC=C1)NC1=NN(C2=C1C=NC(=C2)C#N)CC(F)(F)F 3-(pyridin-2-ylamino)-1-(2,2,2-trifluoroethyl)-1H-pyrazolo[4,3-c]pyridine-6-carbonitrile